4-(2-(4-(7-(6-Cyano-5-(trifluoromethyl)pyridin-3-yl)-8-oxo-6-thioxo-5,7-diazaspiro[3.4]oct-5-yl)-2-ethylphenoxy)ethyl)-2,2-dimethylpiperazine-1-carboxylic acid tert-butyl ester C(C)(C)(C)OC(=O)N1C(CN(CC1)CCOC1=C(C=C(C=C1)N1C2(CCC2)C(N(C1=S)C=1C=NC(=C(C1)C(F)(F)F)C#N)=O)CC)(C)C